4-((1R,2R)-2-hydroxycyclopentylamino)-2-((1r,4R)-4-methoxycyclohexylamino)pyrimidine-5-carbonitrile O[C@H]1[C@@H](CCC1)NC1=NC(=NC=C1C#N)NC1CCC(CC1)OC